((3-bromophenyl)cyclopropylmethyl)-4-methyl-4H-1,2,4-triazole BrC=1C=C(C=CC1)C(C1CC1)C1=NN=CN1C